C1(CCC1)OC1=C(C=C(C=C1)CNCCCCOCCNC1=C2C=NNC2=CC(=C1)C=1C=NOC1)CO (2-cyclobutoxy-5-(((4-(2-((6-(isoxazol-4-yl)-1H-indazol-4-yl)amino)ethoxy)butyl)amino)methyl)phenyl)methanol